BrC1=CC(=CC2=CC=C(C(=C12)F)F)O 4-bromo-5,6-difluoronaphthalen-2-ol